(4-(7-(8-methylnaphthalen-1-yl)-2-(2-(pyrrolidin-1-ylmethyl)piperidine-1-carbonyl)-5,6,7,8-tetrahydro-1,7-naphthyridin-4-yl)piperazin-1-yl)prop-2-en-1-one CC=1C=CC=C2C=CC=C(C12)N1CCC=2C(=CC(=NC2C1)C(=O)N1C(CCCC1)CN1CCCC1)N1CCN(CC1)C(C=C)=O